OCC(NC(CC)S(=O)(=O)O)(CO)CO [tris(hydroxymethyl)methyl-amino]propanesulfonic acid